ClC1=CC(=NC=C1)C1=CNC2=C1N=CN=C2N2[C@H](CN(CC2)C(=O)OC(C)(C)C)C tert-Butyl (S)-4-(7-(4-chloropyridin-2-yl)-5H-pyrrolo[3,2-d]pyrimidin-4-yl)-3-methylpiperazine-1-carboxylate